1-(7-(4-(4-(benzo[b]thiophen-4-yl)piperazin-1-yl)butoxy)-2-oxoquinolin-1(2H)-yl)-2-ethoxy-2-oxoethyldecanoate S1C2=C(C=C1)C(=CC=C2)N2CCN(CC2)CCCCOC2=CC=C1C=CC(N(C1=C2)C(C(=O)OCC)OC(CCCCCCCCC)=O)=O